2-amino-6-hydroxy-2-(2,4,6-trifluorophenyl)cyclohexan-1-one NC1(C(C(CCC1)O)=O)C1=C(C=C(C=C1F)F)F